C[Si](O[Si](O[Si](O[Si](O[Si](CCCOCC1CO1)(C)C)(C)C)(C)C)(C)C)(CCCOCC1CO1)C 1,1,3,3,5,5,7,7,9,9-decamethyl-1,9-bis(3-glycidoxypropyl)pentasiloxane